Methyl 2-(1-{2-[(4-bromopyridin-2-yl)carbamoyl] ethyl}-4-methylpiperazin-2-yl)acetate BrC1=CC(=NC=C1)NC(=O)CCN1C(CN(CC1)C)CC(=O)OC